N[C@]1(CC[C@H](CCC1)C)C(=O)OC cis-methyl 1-amino-4-methylcycloheptanecarboxylate